1-benzyl-4-(4-(methylsulfonyl)phenyl)-2-phenyl-1H-imidazole C(C1=CC=CC=C1)N1C(=NC(=C1)C1=CC=C(C=C1)S(=O)(=O)C)C1=CC=CC=C1